C1=CN=NNC1=O HYDROXYTRIAZINE